tert-butyl (4-((6-amino-2-methylpyridin-3-yl)oxy)pyridin-2-yl)(methyl)carbamate NC1=CC=C(C(=N1)C)OC1=CC(=NC=C1)N(C(OC(C)(C)C)=O)C